C=1(C(=CC(=CC1)C(=O)O)C(=O)O)C1=CC=C(C=C1)C(=O)O 2,4,4'-biphenyl-tricarboxylic acid